5,8,11,14,17,20-hexaazapentacosanedioic acid C(CCCNCCNCCNCCNCCNCCNCCCCC(=O)O)(=O)O